NC=1C=2N(C=CN1)C(=CN2)C#CC2=C(C(=NC=C2)NS(=O)(=O)C=2C(=NC=C(C2)Cl)OC)F N-{4-[2-(8-aminoimidazo[1,2-a]pyrazin-3-yl)ethynyl]-3-fluoropyridin-2-yl}-5-chloro-2-methoxypyridine-3-sulfonamide